C(C)OC(=O)C1CCN(CC1)CCOC 1-(2-Methoxyethyl)piperidine-4-carboxylic acid ethyl ester